N(=[N+]=[N-])[C@@H]1[C@H](C([C@H](OC1OCC1=CC=CC=C1)CN=[N+]=[N-])=O)OCC1=CC=CC=C1 (2R,4R,5R)-5-azido-2-(azidomethyl)-4,6-bis(benzyloxy)dihydro-2H-pyran-3(4H)-one